C(C1=CC=CC=C1)ON1[C@@H]2CC[C@H](N(C1=O)C2)C(NC(CCCONC(=N)N)=O)=N N-(((2S,5R)-6-(benzyloxy)-7-oxo-1,6-diazabicyclo[3.2.1]octan-2-yl)(imino)methyl)-4-(guanidinooxy)butanamide